methyltri(dodecyl)phosphonium cesium dodecylbenzenedisulfonate C(CCCCCCCCCCC)OS(=O)(=O)C=1C(=CC=CC1)S(=O)(=O)[O-].[Cs].C[P+](CCCCCCCCCCCC)(CCCCCCCCCCCC)CCCCCCCCCCCC